7-bromo-2-(2H3)methylisoquinolin-1-one BrC1=CC=C2C=CN(C(C2=C1)=O)C([2H])([2H])[2H]